NC1=NNC(=N1)S 3-Amino-1,2,4-Triazole-5-Thiol